CC(CCN)C 3-Methylbutylamine